2-((1R,2S,4S)-2-amino-7-azabicyclo[2.2.1]heptan-7-yl)-3-methyl-5-(3,4,7-trichloro-2-methyl-2H-indazol-5-yl)-3,7-dihydro-4H-pyrrolo[2,3-d]pyrimidin-4-one N[C@@H]1[C@H]2CC[C@@H](C1)N2C=2N(C(C1=C(N2)NC=C1C1=C(C2=C(N(N=C2C(=C1)Cl)C)Cl)Cl)=O)C